tert-butyl (7-((1-(4-((2,6-dioxopiperidin-3-yl)amino)-2,5-difluorophenyl)piperidin-4-yl)methyl)-7-azaspiro[3.5]nonan-2-yl)carbamate O=C1NC(CCC1NC1=CC(=C(C=C1F)N1CCC(CC1)CN1CCC2(CC(C2)NC(OC(C)(C)C)=O)CC1)F)=O